BrC=1C=NC(=NC1)C1CN(C1)C(=O)OC(C)(C)C tert-Butyl 3-(5-bromopyrimidin-2-yl)azetidine-1-carboxylate